tert-butyl 3-(4-(4-(4-amino-3-(4-(2-fluoro-3-methoxyphenoxy)phenyl)-1H-pyrazolo[3,4-d]pyrimidin-1-yl)cyclohexyl)piperazin-1-yl)azetidine-1-carboxylate NC1=C2C(=NC=N1)N(N=C2C2=CC=C(C=C2)OC2=C(C(=CC=C2)OC)F)C2CCC(CC2)N2CCN(CC2)C2CN(C2)C(=O)OC(C)(C)C